CC1=NN=C(C2=CC(=CC=C12)N1CCN(CC1)C=1C=NN(C1)C)N[C@H](C)C1=C(C(=CC=C1)C(F)(F)F)C (R)-4-methyl-7-(4-(1-methyl-1H-pyrazol-4-yl)piperazin-1-yl)-N-(1-(2-methyl-3-(trifluoromethyl)phenyl)ethyl)phthalazin-1-amine